CS(=O)(=O)OCCC1OC(OC1)(CCCCCCCC\C=C/C\C=C/CCCCC)CCCCCCCC\C=C/C\C=C/CCCCC 2-(2,2-di((9Z,12Z)-Octadeca-9,12-dien-1-yl)-1,3-dioxolan-4-yl)ethyl methane-sulfonate